[(1S,2S,4R,5R)-9,9-dimethyl-3-oxa-9-azoniatricyclo[3.3.1.02,4]nonan-7-yl]2-hydroxy-2,2-dithiophen-2-ylacetate C[N+]1([C@@H]2[C@@H]3O[C@@H]3[C@H]1CC(C2)OC(C(C=2SC=CC2)(C=2SC=CC2)O)=O)C